10-(2,5-dihydroxybiphenyl-4-yl)-9,10-dihydro-9-oxa-10-phosphaphenanthrene-10-oxide OC1=C(C=C(C(=C1)P1(OC2=CC=CC=C2C=2C=CC=CC12)=O)O)C1=CC=CC=C1